4-(2-Amino-2-methylpropanoyl)-N-(1-(4-(2-(4-aminohexahydrocyclopenta[c]pyrrol-2(1H)-yl)propyl)phenyl)-2-oxo-1,2-dihydropyrimidin-4-yl)piperazine-1-carboxamide Hydrochloride Salt Cl.NC(C(=O)N1CCN(CC1)C(=O)NC1=NC(N(C=C1)C1=CC=C(C=C1)CC(C)N1CC2C(C1)C(CC2)N)=O)(C)C